ClC1=CC=C(C=C1)C1=CC(=NC(=N1)C=1C=NC=CC1)N1CCC(CC1)C(C(=O)N)O (1-(6-(4-chlorophenyl)-2-(pyridin-3-yl)pyrimidin-4-yl)piperidin-4-yl)-2-hydroxyacetamide